{4-methoxy-7-[1-(tetrahydro-pyran-4-ylmethyl)-1H-pyrazol-4-yl]-thiazolo[4,5-c]pyridin-2-yl}-amid COC1=NC=C(C2=C1N=C(S2)[NH-])C=2C=NN(C2)CC2CCOCC2